(S)-6-(1-(3,4'-difluoro-[1,1'-biphenyl]-4-yl)-2,2,2-trifluoroethyl)-4,6-diazaspiro[2.4]heptane-5,7-dione FC=1C=C(C=CC1[C@@H](C(F)(F)F)N1C(NC2(CC2)C1=O)=O)C1=CC=C(C=C1)F